phenyl (1-(naphthalen-1-ylethynyl)-cyclopropyl)-carbamate C1(=CC=CC2=CC=CC=C12)C#CC1(CC1)NC(OC1=CC=CC=C1)=O